C(C)(C)(C)[C@]12CNCC(=C1OSO2)N2C1=CC=C(C=C1C=1C=C(C=CC21)F)F (3aS,7S,7aR)-tert-butyl-7-(3,6-difluoro-9H-carbazol-9-yl)tetrahydro-[1,3,2]dioxathiolo[4,5-c]pyridine